COC1=CC=C(OCC=2N=NN(C2)CCN2CCCCC2)C=C1 4-[(4-Methoxyphenoxy)methyl]-1-[2-(piperidin-1-yl)ethyl]-1H-1,2,3-triazole